2,2-thiodiethanol C(CSCCO)O